tetrapentyl tetraacrylate C(C=C)(=O)OCCCCC.C(C=C)(=O)OCCCCC.C(C=C)(=O)OCCCCC.C(C=C)(=O)OCCCCC